iron diselenide carbon [C].[Fe](=[Se])=[Se]